methyl (S)-4-(1-(2-azabicyclo[2.1.1]hexane-1-carboxamido) ethyl)benzoate hydrochloride Cl.C12(NCC(C1)C2)C(=O)N[C@@H](C)C2=CC=C(C(=O)OC)C=C2